4-[6-(2-chlorophenyl)imidazo[1,2-a]pyrazin-3-yl]-2-methoxy-phenol ClC1=C(C=CC=C1)C=1N=CC=2N(C1)C(=CN2)C2=CC(=C(C=C2)O)OC